ClC1=CC(=C(C=C1)C1=C(N=CC=2N1C(C(=C(N2)C)C)=O)N2C[C@H](OCC2)C2=CC(=NC=C2)OC)F (4-chloro-2-fluorophenyl)-7-[(2R)-2-(2-methoxypyridin-4-yl)morpholin-4-yl]-2,3-dimethylpyrazino[1,2-a]pyrimidin-4-one